FC=1C=C(C=C(C1)F)[C@@H]1CC=NN1C(=O)N1CCN(CC1)C1=NC=C(C(=N1)C(=O)NO)F (S)-2-(4-(5-(3,5-difluorophenyl)-4,5-dihydro-1H-pyrazole-1-carbonyl)piperazin-1-yl)-5-fluoro-N-hydroxypyrimidine-4-carboxamide